NCC=1C=C(C=C(C1)F)NC=1C=NC=CC1 N-(3-(aminomethyl)-5-fluorophenyl)pyridine-3-amine